NC=1C(=NN(C1C)C)CNC(C)=O N-((4-amino-1,5-dimethyl-1H-pyrazol-3-yl)methyl)acetamide